CC1CC(CN1)CN1CCCCC1 1-((5-methylpyrrolidin-3-yl)methyl)piperidin